OC1=C(C=C(C(=O)OC)C=C1OC)OC(C(C=1C=NC(=CC1)OC)O)C methyl 4-hydroxy-3-((1-hydroxy-1-(6-methoxypyridin-3-yl) propan-2-yl) oxy)-5-methoxybenzoate